FC1([C@H](C1)C(=O)NC1=NC=C2C=C(C(N(C2=C1)C)=O)C=1C=NC=C(C1C)F)F (1R)-2,2-difluoro-N-[3-(5-fluoro-4-methylpyridin-3-yl)-1-methyl-2-oxo-1,6-naphthyridin-7-yl]cyclopropane-1-carboxamide